methyl (R)-3-(4-bromophenyl)pentanoate BrC1=CC=C(C=C1)[C@@H](CC(=O)OC)CC